N1-phenylbenzene-1,4-diamine C1(=CC=CC=C1)NC1=CC=C(C=C1)N